C(C)(CC)OC(=O)N1C(CCCC1)CCO 2-(2-hydroxyethyl)piperidine-1-carboxylic acid sec-butyl ester